C(CC)N1CCN(CC1)CCCN 3-(4-propylpiperazinyl)propane-1-amine